(4-chlorophenyl)methyl N-{4-[(morpholine-4-carbonylamino)methyl]phenyl}carbamate N1(CCOCC1)C(=O)NCC1=CC=C(C=C1)NC(OCC1=CC=C(C=C1)Cl)=O